C(C)(C)(C)NC(=O)C=1C=2C=NN(C2C=CC1N1N=CC=C1)C N-(tert-butyl)-1-methyl-5-(1H-pyrazol-1-yl)-1H-indazole-4-carboxamide